ClC=1C(=CC=C2C(=CNC12)C1=NC(=NC=C1C(F)(F)F)Cl)C#N 7-chloro-3-(2-chloro-5-(trifluoromethyl)pyrimidin-4-yl)-1H-indole-6-carbonitrile